C(C)(C)(C)C1=C(N=C(S1)NC(=O)C1CC(C1)NC1=NC=CC2=CC=C(C=C12)C)C N-(5-tert-butyl-4-methyl-thiazol-2-yl)-3-[(7-methyl-1-isoquinolyl)amino]cyclobutanecarboxamide